C(C1=CC=CC=C1)N(C=C)CCCO[Si](OC)(OC)CCCN [2-(N-benzyl-N-vinylamino)ethyl]-3-aminopropyltrimethoxysilane